5-(methylamino)-6-(3-methylimidazo[4,5-c]pyridin-7-yl)-3-[4-[rel-(1R)-1-morpholinoethyl]anilino]pyrazine-2-carboxamide formate salt C(=O)O.CNC=1N=C(C(=NC1C=1C2=C(C=NC1)N(C=N2)C)C(=O)N)NC2=CC=C(C=C2)[C@@H](C)N2CCOCC2 |o1:31|